1-((2S,5R)-2-(((tert-Butyldiphenyl-silyl)oxy)methyl)-1,3-oxathiolan-5-yl)pyrimidine-2,4(1H,3H)-dione C(C)(C)(C)[Si](OC[C@H]1O[C@H](CS1)N1C(NC(C=C1)=O)=O)(C1=CC=CC=C1)C1=CC=CC=C1